tert-butyl (3-((8-carbamoylbenzo[c][2,6]naphthyridin-5-yl)amino)propyl)(methyl)carbamate C(N)(=O)C=1C=CC2=C(N=C(C3=CC=NC=C23)NCCCN(C(OC(C)(C)C)=O)C)C1